3-((4-carbamoyl-3-vinylphenoxy)methyl)-4-chlorobenzo[b]thiophene-2-carboxylic acid ethyl ester C(C)OC(=O)C1=C(C2=C(S1)C=CC=C2Cl)COC2=CC(=C(C=C2)C(N)=O)C=C